C(#N)C1(CN(C1)C1=CC(=CC(=N1)N1CC2(C=3C=NC(=CC31)NC(C)=O)CC2)C)CC N-(1'-(6-(3-cyano-3-ethylazetidin-1-yl)-4-methylpyridin-2-yl)-1',2'-dihydrospiro[cyclopropane-1,3'-pyrrolo[3,2-c]pyridin]-6'-yl)acetamide